4-((cyclopropylmethyl)(3,5-dicyclohexylphenyl)amino)benzoic acid C1(CC1)CN(C1=CC=C(C(=O)O)C=C1)C1=CC(=CC(=C1)C1CCCCC1)C1CCCCC1